COC=1C=CC=2N(N1)C(=CN2)SCC2=CC=C(C=C2)OC 6-methoxy-3-((4-methoxybenzyl)thio)imidazo[1,2-b]pyridazine